C(C)NC1CN(S(C2=C1C=C(S2)S(=O)(=O)NC([C@H](C)OC([C@H](C)OC(C)=O)=O)=O)(=O)=O)CCCOC (S)-2-acetoxy-propionic acid (S)-2-[4-ethylamino-2-(3-methoxy-propyl)-1,1-dioxo-1,2,3,4-tetrahydro-1λ*6*-thieno[3,2-e][1,2]thiazine-6-sulfonylamino]-1-methyl-2-oxo-ethyl ester